FC=1C=NC=CC1N1C[C@H](N(CC1)C(=O)N[C@H](C)C1=CC=CC=2N1C=CN2)C (R)-4-(3-fluoropyridin-4-yl)-N-((R)-1-(imidazo[1,2-a]pyridin-5-yl)ethyl)-2-methylpiperazine-1-carboxamide